Br.CC1=C(CN2C(SC3=C2CCCC3)=N)C=CC=C1 3-(2-Methylbenzyl)-4,5,6,7-tetrahydrobenzo[d]thiazol-2(3H)-imine hydrogen bromide